C(C)(C)(C)C1=CC=C(C=C1)C(CS(=O)(=O)C1=CC=CC=C1)O 1-(4-(t-butyl)phenyl)-2-(benzenesulfonyl)ethan-1-ol